2-(2,4-dimethoxyphenyl)-5-hydroxy-7,8-dimethoxy-4H-chromen-4-one COC1=C(C=CC(=C1)OC)C=1OC2=C(C(=CC(=C2C(C1)=O)O)OC)OC